2-{[(αR)-6-[(4R)-4-[(2S)-butan-2-yl]-2,6-dioxo-1,3-diazinan-1-yl]spiro[3.3]heptan-2-yl]oxy}pyridine-3-carboxamide C[C@@H](CC)[C@@H]1NC(N(C(C1)=O)C1CC2(CC(C2)OC2=NC=CC=C2C(=O)N)C1)=O